4-(4-fluorophenyl)-6-(trifluoromethoxy)-2H-chromene FC1=CC=C(C=C1)C1=CCOC2=CC=C(C=C12)OC(F)(F)F